C(CCCCCCCCCCCCCCCCCCCCCCCCCCCCCC)(=O)OCCCCCCCCCCCCCCCCC heptadecan-1-yl hentriacontanoate